ClC1=CC=C(C(=N1)CN(C)C)N1CCC(CC1)(O)COCCCCCC(=O)OC(C)(C)C tert-butyl 6-[(1-{6-chloro-2-[(dimethylamino)methyl]pyridin-3-yl}-4-hydroxypiperidin-4-yl)methoxy]hexanoate